C(C)(C)C1OCCC2(O1)C1(CCC(C2)C1(C)C)C 2'-isopropyl-1,7,7-trimethylspiro[bicyclo[2.2.1]heptane-2,4'-[1,3]dioxane]